N1N=CC=C1CN1C2=C(OCC1=O)C=C(C=C2)NC(=O)NC2=CC=C1C=CNC1=C2 1-(4-((1H-pyrazol-5-yl)methyl)-3-oxo-3,4-dihydro-2H-benzo[b][1,4]oxazin-7-yl)-3-(1H-indol-6-yl)urea